BrCCCCCC(C(F)(F)F)=O 7-Bromo-1,1,1-trifluoroheptan-2-on